Ethyl 5,6-diphenylpyrimidine-4-carboxylate C1(=CC=CC=C1)C=1C(=NC=NC1C1=CC=CC=C1)C(=O)OCC